CC1(C(C(CCC1)C)CCC(CCC)O)C 1-(2',2',6'-Trimethylcyclohexyl)hexan-3-ol